2,3,4,6-O-tetrabenzyl-alpha-D-glucose C(C1=CC=CC=C1)[C@@]1([C@@H](O)O[C@@H]([C@]([C@@]1(O)CC1=CC=CC=C1)(O)CC1=CC=CC=C1)COCC1=CC=CC=C1)O